(S)-quinuclidin-3-yl((R)-7-fluoro-2,2-dimethyl-6-(4-propoxyphenyl)-1,2,3,4-tetrahydronaphthalen-1-yl) carbamate C(N)(O[C@@]1(C(CCC2=CC(=C(C=C12)F)C1=CC=C(C=C1)OCCC)(C)C)[C@@H]1CN2CCC1CC2)=O